1-(3-chloro-4-(6-(1-methylcyclopropoxy)-9-((4-methylpyridin-2-yl)methyl)-9H-purin-8-yl)phenethyl)piperidin-4-ol ClC=1C=C(CCN2CCC(CC2)O)C=CC1C=1N(C2=NC=NC(=C2N1)OC1(CC1)C)CC1=NC=CC(=C1)C